2-chloro-1-methylethyltri-n-propoxysilane ClCC(C)[Si](OCCC)(OCCC)OCCC